NCC=1C=C2CN(C(C2=CC1)=O)C1CNCCC1 3-[5-(aminomethyl)-1-oxo-isoindolin-2-yl]Piperidine